2-chloro-5-(dimethylphosphoryl)pyrazine ClC1=NC=C(N=C1)P(=O)(C)C